CN(CCCCCNC(O[C@H]1[C@H](NC[C@@H]1O)CC1=CC=C(C=C1)OC)=O)C (2R,3S,4S)-4-hydroxy-2-[(4-methoxyphenyl) methyl]pyrrolidin-3-yl N-[5-(dimethylamino)pentyl]carbamate